(5-((4-aminocyclohexyl)amino)-2-(4-(trifluoromethyl)piperidin-1-yl)phenoxy)ethan-1-ol NC1CCC(CC1)NC=1C=CC(=C(OC(C)O)C1)N1CCC(CC1)C(F)(F)F